(2,3-epoxypropyl)-propyl-trimethoxysilane C(C1CO1)CO[Si](OC)(OC)CCC